P(=O)(OC[N+]1=C(C(=CC=C1)C1=CC(=NO1)CC1=CC=C(C=C1)CC=1C(=NC=CC1)F)N)(O)[O-] (2-amino-3-(3-(4-((2-fluoropyridin-3-yl)methyl)benzyl)isoxazol-5-yl)pyridin-1-ium-1-yl)methyl hydrogen phosphate